1-(4-cyano-3-methyl-phenyl)-ethanone C(#N)C1=C(C=C(C=C1)C(C)=O)C